N-[4-(methoxymethyl)piperidine-4-yl]-N-phenylpropionamide COCC1(CCNCC1)N(C(CC)=O)C1=CC=CC=C1